(R)-1-(4-((4-((1-(1,1-difluoro-2,3-dihydro-1H-inden-4-yl)ethyl)amino)-2,7-dimethyl-7H-pyrazolo[3,4-h]quinazolin-6-yl)oxy)piperidin-1-yl)ethan-1-one FC1(CCC2=C(C=CC=C12)[C@@H](C)NC1=NC(=NC2=C3C(=C(C=C12)OC1CCN(CC1)C(C)=O)N(N=C3)C)C)F